C(C)C1=CC=C(COCCC(CCCO)(F)F)C=C1 6-[(4-ethylbenzyl)oxy]-4,4-difluoro-1-hexanol